2,2-bis-fluoro-2-(fluorosulfonyl)acetic acid FC(C(=O)O)(S(=O)(=O)F)F